Cl.O=C1NC(CCC1NC(=O)C1=C(C=CC=2N(C(=NC21)C)CC(=O)O)F)=O 2-{4-[(2,6-dioxopiperidin-3-yl)carbamoyl]-5-fluoro-2-methyl-1H-1,3-benzodiazol-1-yl}acetic acid hydrochloride